N-ε-palmitoyl-L-lysine CCCCCCCCCCCCCCCC(=O)NCCCC[C@@H](C(=O)O)N